FC=1C=C(C=CC1)[C@@H]1N(CCC1)C=1C=CC=2N(N1)C(=CN2)C2=CC=CC(=N2)N2CCN(CC2)CCNC2=CC=CC=1N(C=NC12)C1C(NC(CC1)=O)=O 3-(4-((2-(4-(6-(6-((R)-2-(3-fluorophenyl)pyrrolidin-1-yl)imidazo[1,2-b]pyridazin-3-yl)pyridin-2-yl)piperazin-1-yl)ethyl)amino)-1H-benzo[d]imidazol-1-yl)piperidine-2,6-dione